(R or S)-2-(6-(2-(2-fluoro-5-(trifluoromethoxy)benzyl)-2H-1,2,3-triazol-4-yl)pyridin-2-yl)-2-hydroxy-propane-1-sulfonamide FC1=C(CN2N=CC(=N2)C2=CC=CC(=N2)[C@@](CS(=O)(=O)N)(C)O)C=C(C=C1)OC(F)(F)F |o1:15|